(1R)-(-)-1-aminomethyl-1,2,3,4-tetrahydroisoquinoline dihydrochloride salt Cl.Cl.NC[C@@H]1NCCC2=CC=CC=C12